C1(CCC1)N1C[C@H](N(CC1)C=1SC2=C(N1)C(=C(N2)C=2C=C(C=1N(C2)N=CN1)C)C(C)C)C (R)-2-(4-cyclobutyl-2-methylpiperazin-1-yl)-6-isopropyl-5-(8-methyl-[1,2,4]triazolo[1,5-a]pyridin-6-yl)-4H-pyrrolo[3,2-d]thiazole